FC(C1CC1)F (1S,2S)-2-(difluoromethyl)cyclopropane